C(C)O[C@H]1C[C@H](CC1)N1N=C(C(=C1)NC(=O)C=1OC(=CC1)C=1C=NNC1)C1=NC=CC=C1 N-(1-((1S,3R)-3-ethoxycyclopentyl)-3-(pyridin-2-yl)-1H-pyrazol-4-yl)-5-(1H-pyrazol-4-yl)furan-2-carboxamide